methyl 2-(2-(4-(1-(4-chloro-3-fluorophenyl)-3,3-dimethyl-2,3-dihydro-1H-pyrrolo[3,2-b]pyridine-5-carbonyl)-3,3-dimethylpiperazin-1-yl)pyridin-4-yl)acetate ClC1=C(C=C(C=C1)N1CC(C2=NC(=CC=C21)C(=O)N2C(CN(CC2)C2=NC=CC(=C2)CC(=O)OC)(C)C)(C)C)F